3-Octanoylthiopropyltrimethoxysilane C(CCCCCCC)(=O)SCCC[Si](OC)(OC)OC